ClC1=C(OC2CCN(CC2)C(=O)N2C[C@@H]3[C@@H](OCC(N3)=O)CC2)C=CC(=C1)C(F)(F)F (4aR,8aS)-6-[4-[2-chloro-4-(trifluoromethyl)phenoxy]piperidine-1-carbonyl]-4,4a,5,7,8,8a-hexahydropyrido[4,3-b][1,4]oxazin-3-one